FC=1C=C(C=C2CCN(CC12)C(CNC(\C=C\C1=CC=C(C=C1)C(F)(F)F)=O)=O)CC(=O)O 2-[8-fluoro-2-[2-[[(E)-3-[4-(trifluoromethyl)phenyl]prop-2-enoyl]amino]acetyl]-3,4-dihydro-1H-isoquinolin-6-yl]acetic acid